N-((8-fluoro-1-(4-(trifluoromethyl)phenyl)isoquinolin-3-yl)methyl)acrylamide FC=1C=CC=C2C=C(N=C(C12)C1=CC=C(C=C1)C(F)(F)F)CNC(C=C)=O